(13E,17E)-10-((Z)-heptadec-8-en-1-yl)-N,8,8,14,18,22-hexamethyl-N-(prop-2-yn-1-yl)-7,9,11-trioxa-8-silatricosa-13,17,21-trien-1-amine C(CCCCCC\C=C/CCCCCCCC)C(O[Si](OCCCCCCN(CC#C)C)(C)C)OC\C=C(\CC\C=C(\CCC=C(C)C)/C)/C